NCC1(CCCCC1)CN bisaminomethyl-cyclohexane